2,6-Dimethoxy-4-(5-phenyl-4-(thiophen-2-yl)-1H-imidazol-2-yl)phenyl pentylcarbamate C(CCCC)NC(OC1=C(C=C(C=C1OC)C=1NC(=C(N1)C=1SC=CC1)C1=CC=CC=C1)OC)=O